C1(CC1)CCNC(=O)N1C=NC(=C1)C=1C=NC(=CC1)OC N-(2-Cyclopropylethyl)-4-(6-methoxypyridin-3-yl)-1H-imidazole-1-carboxamide